(1s,4s)-4-((5-(1-(2,2-difluoropropyl)-1H-benzo[d][1,2,3]triazol-6-yl)-6-fluoro-4-methoxypyrrolo[2,1-f][1,2,4]triazin-2-yl)amino)-1-methylcyclohexan-1-ol FC(CN1N=NC2=C1C=C(C=C2)C=2C(=CN1N=C(N=C(C12)OC)NC1CCC(CC1)(O)C)F)(C)F